2-(2,6-dioxopiperidine-3-yl)-4-(4-(2-hydroxyethyl)piperidine-1-yl)isoindoline-1,3-dione O=C1NC(CCC1N1C(C2=CC=CC(=C2C1=O)N1CCC(CC1)CCO)=O)=O